ClC1=C(C=CC=C1NC(C1=NC=C(C=C1)CN1C[C@@H](CC1)O)=O)C1=C(C(=CC=C1)NC=1N=CC=C2C=C(C=NC12)CN1C[C@@H](CC1)C(=O)O)C (R)-1-((8-((2'-chloro-3'-(5-(((R)-3-hydroxypyrrolidin-1-yl)methyl)picolinamido)-2-methyl-[1,1'-biphenyl]-3-yl)amino)-1,7-naphthyridin-3-yl)methyl)pyrrolidine-3-carboxylic acid